(S)-1-(2-(4-Methoxybenzoyl)-8-phenyl-2,6-diazaspiro[3.4]octan-6-yl)prop-2-en-1-one COC1=CC=C(C(=O)N2CC3(C2)CN(C[C@H]3C3=CC=CC=C3)C(C=C)=O)C=C1